Butyl-Ammonium Hydroxid [OH-].C(CCC)[NH3+]